O1COC2=C1C=CC(=C2)C=2C=1C(N(CC1C(=C1C2C=C(C(=C1)OC)OC)O)/N=C/C=1SC=CC1)=O (E)-9-(benzo[d][1,3]dioxol-5-yl)-4-hydroxy-6,7-dimethoxy-2-((thiophen-2-ylmethylene)amino)-2,3-dihydro-1H-benzo[f]isoindol-1-one